(R)-1-(2-(trifluoromethyl)phenyl)ethan-1-ol FC(C1=C(C=CC=C1)[C@@H](C)O)(F)F